C(C)(C)(C)OC(=O)C1=CNC(=C1C)C 4,5-dimethyl-1H-pyrrole-3-carboxylic acid tert-butyl ester